O1N=CN=C1CCNC(=O)C=1C=NC2=CC=C(C=C2C1NC(C)C)C=1C=NNC1 N-(2-(1,2,4-oxadiazol-5-yl)ethyl)-4-(isopropylamino)-6-(1H-pyrazol-4-yl)quinoline-3-carboxamide